CN(CCN(C=O)C1(CCCCC1)NC(CCCC1=CC=C(C=C1)CC1=C(C=CC(=C1)[C@@H]1O[C@@H]([C@H]([C@@H]([C@H]1OCC1=CC=CC=C1)OCC1=CC=CC=C1)OCC1=CC=CC=C1)CCC)C)=O)C N-(2-dimethylaminoethyl)-1-[4-[4-[[2-methyl-5-[(2S,3S,4S,5R,6R)-3,4,5-tribenzyloxy-6-propyl-tetrahydropyran-2-yl]phenyl]methyl]phenyl]butyrylamino]cyclohexyl-formamide